C(CCC)N(C=1C(C=C(C(C1)=O)N(CCCC)CCCC)=O)CCCC 2,5-bis(dibutylamino)-1,4-benzoquinone